O=C1OC2=CC=CC=C2C=C1C(=O)OCCCCSC1=CC(=NC2=CC=CC=C12)C1=C(C=CC=C1)Br 4-((2-(2-bromophenyl)quinolin-4-yl)thio)butyl 2-oxo-2H-chromene-3-carboxylate